NC=1C2=C(N=CN1)N(C=C2C2=CC=C(C=C2)C2C=1N(CCC2)N(C(C1C(=O)N)=O)C1=CC=CC=C1)C1CCC(CC1)O (4-(4-amino-7-((1R,4R)-4-hydroxycyclohexyl)-7H-pyrrolo[2,3-d]pyrimidin-5-yl)phenyl)-2-oxo-1-phenyl-1,2,4,5,6,7-hexahydropyrazolo[1,5-a]pyridine-3-carboxamide